BrC=1C=CC2=C(C(OC2CCO[Si](C)(C)C(C)(C)C)=O)C1 6-Bromo-3-{2-[tert-Butyldimethylsilanyloxy]ethyl}-1,3-dihydro-2-benzofuran-1-one